CN(CCCN(CCCN(C)C)C)C trimethyl-2,6,10-triazaundecane